8-beta-D-glucopyranosyl-4',7-dihydroxyisoflavone [C@@H]1([C@H](O)[C@@H](O)[C@H](O)[C@H](O1)CO)C=1C(=CC=C2C(C(=COC12)C1=CC=C(C=C1)O)=O)O